COC=1C=C2C(=CC=NC2=CC1OC)OC1=CC=C(C=C1)NC(=O)C1=NN(C(C=C1C)=O)C1=CC=C(C=C1)OC N-(4-((6,7-dimethoxyquinolin-4-yl)oxy)phenyl)-1-(4-methoxyphenyl)-4-methyl-6-oxo-1,6-dihydropyridazine-3-carboxamide